(4-phenoxyphenyl)-1,2-dihydropyridine-3-carboxamide O(C1=CC=CC=C1)C1=CC=C(C=C1)N1CC(=CC=C1)C(=O)N